1,2-bis(6Z-oleoyl)-sn-glycerol C(CCCCCCC\C=C/CCCCCCCC)(=O)OC[C@@H](OC(CCCCCCC\C=C/CCCCCCCC)=O)CO